3-amino-4-bromo-1H-pyrazole NC1=NNC=C1Br